C(C)OC(CC1=C(C(=O)OCC)C=C(C(=C1)OC)OC)=O Ethyl 2-(2-ethoxy-2-oxoethyl)-4,5-dimethoxy-benzoate